C[Si](C)(C)C#CC=1C=CC(=NC1)CNC1CCC1 N-((5-((trimethylsilyl)ethynyl)pyridin-2-yl)methyl)cyclobutylamine